ClC1=CC=C(C=C1)C1CCC(CC1)C1=C(C(C2=CC=CC=C2C1=O)=O)OCCCCCCCCCC(=O)O 10-((3-((1r,4r)-4-(4-chlorophenyl)cyclohexyl)-1,4-dioxo-1,4-dihydronaphthalen-2-yl)oxy)decanoic acid